5-(1-(benzo[d]thiazol-2-yl)piperidin-4-yl)isoxazol S1C(=NC2=C1C=CC=C2)N2CCC(CC2)C2=CC=NO2